ClC1=NC2=NC(=C(N=C2C(=N1)C1=C(C=C(C#N)C=C1)F)C)C 4-(2-chloro-6,7-dimethyl-pteridin-4-yl)-3-fluoro-benzonitrile